N=1SC=C2C1OC=C2 furo[2,3-c]isothiazole